(1s,4s)-4-(4-aminophenyl)-1-(methylimino)hexahydro-1λ6-thiopyran 1-oxide NC1=CC=C(C=C1)C1CCS(CC1)(=NC)=O